(R)-2-amino-2-(4-(ethylsulfonyl)phenyl)ethan-1-ol N[C@@H](CO)C1=CC=C(C=C1)S(=O)(=O)CC